BrC1=C(CC2=NOC3=C2C(C=2C=CC=CC2C3=O)=O)C=C(C(=C1OC)OC)OC 3-(2-bromo-3,4,5-trimethoxybenzyl)-naphtho[2,3-d]isoxazole-4,9-dione